1'-[(2R)-2-hydroxypropyl]-1,2-dihydrospiro[indole-3,4'-piperidin]-2-one O[C@@H](CN1CCC2(CC1)C(NC1=CC=CC=C12)=O)C